2-[4-[8-[3-ethyl-4-[4-[(3R)-3-(hydroxymethyl)piperazine-1-carbonyl]piperidine-1-carbonyl]anilino]imidazo[1,2-a]pyrazin-3-yl]-2,3-difluorophenoxy]acetonitrile C(C)C=1C=C(NC=2C=3N(C=CN2)C(=CN3)C3=C(C(=C(OCC#N)C=C3)F)F)C=CC1C(=O)N1CCC(CC1)C(=O)N1C[C@@H](NCC1)CO